4-Nitrophenyl (R)-(1-(3-(methoxy-d3)phenyl)ethyl)carbamate C(OC=1C=C(C=CC1)[C@@H](C)NC(OC1=CC=C(C=C1)[N+](=O)[O-])=O)([2H])([2H])[2H]